N-isopropyl-N-[[4-[5-(trifluoromethyl)-1,2,4-oxadiazol-3-yl]phenyl]methyl]tetrahydrofuran-2-carboxamide C(C)(C)N(C(=O)C1OCCC1)CC1=CC=C(C=C1)C1=NOC(=N1)C(F)(F)F